Cl.C(C)OC1(CCC1)N ethoxycyclobutan-1-amine hydrochloride salt